ClC1=C(C(=CC(=C1)F)Cl)N1N=C(C(=C1)NC1=CC=C(C=C1)C1=NN=CN1CC)C(=O)N 1-(2,6-dichloro-4-fluorophenyl)-4-((4-(4-ethyl-4H-1,2,4-triazol-3-yl)phenyl)amino)-1H-pyrazole-3-carboxamide